(1r,4r)-4-methoxycyclohexanamide COC1CCC(CC1)C(=O)N